3-FORMYL-4-IODOTHIOPHENE C(=O)C1=CSC=C1I